COCC(COCCC(N1CCN(CC1)C1=NC=C(C=N1)C(F)(F)F)=O)OC1=C(C(N(N=C1)COCC[Si](C)(C)C)=O)C(F)(F)F 5-(1-Methoxy-3-(3-oxo-3-(4-(5-(trifluoromethyl)pyrimidin-2-yl)piperazin-1-yl)propoxy)propan-2-yloxy)-4-(trifluoromethyl)-2-((2-(trimethylsilyl)ethoxy)methyl)pyridazin-3(2H)-one